C1(=CC=CC=C1)C1=CC=C(C=C1)C1=NC(=NC(=N1)O)O 6-(4-phenylphenyl)-1,3,5-triazine-2,4-diol